3-(2-chlorophenyl-sulfo)propionic acid ClC1=C(C=CC=C1)OS(=O)(=O)CCC(=O)O